3-(1-Isopropyl-6-methoxy-4-methyl-hexyl)sulfanylhexanal C(C)(C)C(CCC(CCOC)C)SC(CC=O)CCC